CC=1N=CNC1C1=CC=CC=C1 4-methyl-5-phenyl-1H-imidazole